(S)-3-(1,4-dimethyl-1H-pyrazol-5-yl)-2,7-dimethyl-4,5,6,7-tetrahydro-2H-pyrazolo[3,4-c]pyridine CN1N=CC(=C1C=1N(N=C2[C@@H](NCCC21)C)C)C